N-[(1S)-1-[[(1S)-2-amino-1-(1H-imidazol-5-ylmethyl)-2-oxo-ethyl]carbamoyl]-3-methyl-butyl]-4-methoxy-1H-indole-2-carboxamide NC([C@H](CC1=CN=CN1)NC(=O)[C@H](CC(C)C)NC(=O)C=1NC2=CC=CC(=C2C1)OC)=O